N[C@@H](C(=O)O)CNC(=O)C1=CC2=NC=CC(=C2S1)CF (R)-2-amino-3-[[7-(fluoromethyl)thieno[3,2-b]pyridine-2-carbonyl]amino]propanoic acid